BrC1=C(C=C2C(=NC(=NC2=C1)OC[C@]12CCCN2C[C@@H](C1)F)N1[C@@H](CN(CC1)C(=O)OC(C)(C)C)C)F tert-butyl (R)-4-(7-bromo-6-fluoro-2-(((2R,7aS)-2-fluorotetrahydro-1H-pyrrolizin-7a(5H)-yl)methoxy)quinazolin-4-yl)-3-methylpiperazine-1-carboxylate